ClC1=CC=C(C=C1)N1C2=NC(=NC(=C2N=C1C1=CC=NC=C1)N1CCC(CC1)(C(=O)N)C)N(C)CCO 1-[9-(4-chlorophenyl)-2-[2-hydroxyethyl-(methyl)amino]-8-(4-pyridinyl)purin-6-yl]-4-methyl-piperidine-4-carboxamide